ClC1=NC=C(C(=N1)NCC1=CC=C(C=C1)N1N=C(C=C1OC)C(F)(F)F)[N+](=O)[O-] 2-chloro-N-([4-[5-methoxy-3-(trifluoromethyl)pyrazol-1-yl]phenyl]methyl)-5-nitropyrimidin-4-amine